C(C)C(C(=O)O)=CC1=CC(=C(C=C1)[N+](=O)[O-])OC.C(C=C)(=O)O propenoate (Ethyl 3-(3-methoxy-4-nitrophenyl)-2-propenoate)